C(CCCCCCCCC)(=O)OC1C(OCC1)COP(=O)(OC1=CC=CC=C1)N[C@H](C(=O)OCCCCCCCCCCCCCCCC)CC1=CC=CC=C1 2-((((((S)-1-(hexadecyloxy)-1-oxo-3-phenylpropan-2-yl)amino)(phenoxy)phosphoryl)oxy)methyl)tetrahydrofuran-3-yl decanoate